4-Methoxybutanamide COCCCC(=O)N